3,3-difluorobutan-1-ol FC(CCO)(C)F